BrC=1C=C2C(=CC(=NC2=C(C1)F)C)C(=O)O 6-Bromo-8-fluoro-2-methylquinoline-4-carboxylic acid